C(C)(C)N1N=CC2=CC(=CC=C12)C1=NC(=NO1)C1=C(C=CC=C1)O 2-(5-(1-isopropyl-1H-indazol-5-yl)-1,2,4-oxadiazol-3-yl)phenol